ClC1=CC=C(CN2C3(CN(C3)C=3C=NC=NC3)C(N(CC2=O)C(C)C)=O)C=C1 5-(4-chlorobenzyl)-8-isopropyl-2-(pyrimidin-5-yl)-2,5,8-triazaspiro[3.5]nonane-6,9-dione